N-(6-((4-(aminomethyl)-1H-pyrazol-1-yl)methyl)-4-(difluoromethoxy)benzo[d]isoxazol-3-yl)-5-ethyl-2-methoxybenzenesulfonamide hydrochloride Cl.NCC=1C=NN(C1)CC1=CC2=C(C(=NO2)NS(=O)(=O)C2=C(C=CC(=C2)CC)OC)C(=C1)OC(F)F